C(C1=CC=CC=C1)N(CCC(CCC1=CC=CC=C1)=C1CC(N(C1)C(=O)OC(C)(C)C)(C)C)CC1=CC=CC=C1 tert-Butyl 4-[1-[2-(dibenzylamino)ethyl]-3-phenyl-propylidene]-2,2-dimethyl-pyrrolidine-1-carboxylate